FC1=C(C(=C(C(=C1OC(OC1(COC1)C)=O)F)F)F)F Carbonic acid 3-methyloxetan-3-yl ester pentafluorophenyl ester